(+)-2,3-butanediol C[C@@H]([C@H](C)O)O